BrC1=C(C=C2C(=NC(=NC2=C1OC1CC1)OC[C@H]1N(CCC1)C)N1CC2N(C(C1)C2)C(=O)OC(C)(C)C)Cl tert-butyl 3-(7-bromo-6-chloro-8-cyclopropoxy-2-(((S)-1-methylpyrrolidin-2-yl) methoxy)quinazolin-4-yl)-3,6-diazabicyclo[3.1.1]heptane-6-carboxylate